cyclohexylacetyl-sulfur C1(CCCCC1)CC(=O)[S]